BrCCCCN1N=NC2=C1C=CC(=C2C)C(CC(=O)OCC)C2=CC(=C(C=C2)C)CN2S(OC1=C(C2)C=C(C=C1)N(C)C(=O)OC(C)(C)C)(=O)=O ethyl 3-[1-(4-bromobutyl)-4-methyl-1H-benzotriazol-5-yl]-3-[3-({6-[(tert-butoxycarbonyl)(methyl)amino]-2,2-dioxo-2H-1,2λ6,3-benzoxathiazin-3(4H)-yl}methyl)-4-methylphenyl]propanoate